nickel-titanium palladium [Pd].[Ti].[Ni]